CCCCCCCCCCCCCCCCCCCCCC(=O)O[C@H](COC(=O)CCCCCCCCCCCCC)COP(=O)([O-])OCC[N+](C)(C)C The molecule is a phosphatidylcholine 36:0 in which the acyl groups at positions 1 and 2 are tetradecanoyl and docosanoyl respectively. It is a phosphatidylcholine 36:0 and a tetradecanoate ester. It derives from a docosanoic acid.